1-bromo-4-(3-fluoropropyl)benzene BrC1=CC=C(C=C1)CCCF